5-((4-(difluoromethyl)-1,1,2,2-tetrafluoro-3-oxo-2,3-dihydro-1H-inden-5-yl)oxy)isophthalonitrile FC(C1=C2C(C(C(C2=CC=C1OC=1C=C(C=C(C#N)C1)C#N)(F)F)(F)F)=O)F